CN1C2=NC(=NC(=C2N=C1)N[C@H]1[C@@H](C1)C1=CC=CC=C1)SCCC 9-methyl-N-((1R,2S)-2-phenylcyclopropyl)-2-(propylsulfanyl)-9H-purin-6-amine